C(CCCCCCCCCCCCCCCCCCC)C(C)N(CC)CCC arachidyl-propyl-diethylamine